2-(2,4-dichlorophenyl)-5-(3-methyl-1H-pyrazol-4-yl)-1-{[2-(trimethylsilyl)ethoxy]methyl}-1H-pyrrole-3-carbonitrile ClC1=C(C=CC(=C1)Cl)C=1N(C(=CC1C#N)C=1C(=NNC1)C)COCC[Si](C)(C)C